5-((4-(4-(trifluoromethyl)phenyl)-3,4-dihydroquinoxalin-1(2H)-yl)methyl)oxazole FC(C1=CC=C(C=C1)N1CCN(C2=CC=CC=C12)CC1=CN=CO1)(F)F